COC=1C=C(C=C(C1)OC)C1=CC(=NN1CC1=C(C=CC=C1F)OCC)COC(C(=O)O)(C)C 2-([5-(3,5-Dimethoxyphenyl)-1-[(2-ethoxy-6-fluorophenyl)methyl]-1H-pyrazol-3-yl]methoxy)-2-methylpropanoic acid